5-chloro-N-(4-(3-fluoropyridin-2-yl)benzyl)-3-isopropylpyrazolo[1,5-a]pyrimidin-7-amine ClC1=NC=2N(C(=C1)NCC1=CC=C(C=C1)C1=NC=CC=C1F)N=CC2C(C)C